ClC1=C(C=CC=C1C)SCC1=CC=C(C=C1)OC 2-chloro-1-[(4-methoxyphenyl)methylsulfanyl]-3-methyl-benzene